tert-butyl [4-methyl-3-(prop-2-enoyl)-1-oxa-3,8-diazaspiro[4.5]decan-8-yl]carboxylate CC1N(COC12CCN(CC2)C(=O)OC(C)(C)C)C(C=C)=O